OCCC1=NC2=C(C=CC=C2C=C1)O 2-(2-hydroxyethyl)-8-hydroxy-quinoline